diethyl-aminodimethyl-silane C(C)C([SiH](C)N)CC